OC1=C(OC2(CC2)C(=O)OC(C)(C)C)C=C(C=C1)C tert-butyl 1-(2-hydroxy-5-methylphenoxy)cyclopropanecarboxylate